NC1=NC2=CC(=CC(=C2C=C1Cl)F)CCC=1[C@H]([C@H]([C@@H](C1)N1C=CC2=C1N=CN=C2C)O)O (1s,2r,5r)-3-(2-(2-amino-3-chloro-5-fluoroquinolin-7-yl)ethyl)-5-(4-methyl-7H-pyrrolo[2,3-d]pyrimidin-7-yl)cyclopent-3-ene-1,2-diol